C(C=C)NC=1C2=C(N=C(N1)NC1=C(C=C(C=C1)S(=O)(=O)N1CCOCC1)OC)NC=C2 N4-allyl-N2-(2-methoxy-4-(morpholinosulfonyl)phenyl)-7H-pyrrolo[2,3-d]pyrimidine-2,4-diamine